sodium 4,4-difluorocyclohexanesulfinate FC1(CCC(CC1)S(=O)[O-])F.[Na+]